Methyl 5-((2-bromopyridin-4-yl)methoxy)-2-hydroxybenzoate BrC1=NC=CC(=C1)COC=1C=CC(=C(C(=O)OC)C1)O